O1CC(CC1)C1CN(CCC1)C1=NC(=NC=C1)C1=CN=C2N1C=C(N=C2)C(F)(F)F 3-(4-(3-(Tetrahydrofuran-3-yl)piperidin-1-yl)pyrimidin-2-yl)-6-(trifluoromethyl)imidazo[1,2-a]pyrazine